C(C)(C)(C)OC(=O)N[C@H](C(=O)OC(C)(C)C)CC1=CN(C(=C1)C#N)C tert-butyl (S)-2-((tert-butoxycarbonyl)amino)-3-(5-cyano-1-methyl-1H-pyrrol-3-yl)propanoate